N-(2-(5-(6-Ethoxy-1H-pyrazolo[3',4':3,4]pyrazolo[1,5-a]pyridin-4-yl)pyridine-2-yl)-2,9-diazaspiro[5.5]undecan-9-yl)-2-chloro-6-fluorobenzamide C(C)OC=1C=C(C=2N(C1)N=C1C2C=NN1)C=1C=CC(=NC1)N1CC2(CCC1)CCN(CC2)NC(C2=C(C=CC=C2F)Cl)=O